COCOC1=C(C=CC=C1)C1=CC2=C(N=N1)N(C(=C2N2CCOCC2)C2C[C@H]1COC[C@@H](C2)N1C(=O)OC(C)(C)C)COCC[Si](C)(C)C tert-butyl (1R,5S)-7-(3-(2-(methoxymethoxy)phenyl)-5-morpholino-7-((2-(trimethylsilyl)ethoxy)methyl)-7H-pyrrolo[2,3-c]pyridazin-6-yl)-3-oxa-9-azabicyclo[3.3.1]nonane-9-carboxylate